quinazolin-6-yl-(piperazin-1-yl)prop-2-en-1-one N1=CN=CC2=CC(=CC=C12)C(C(=O)N1CCNCC1)=C